O[C@H]1[C@H](O[C@@]2([C@@H](CCO2)NC(C2=CC(=CC=C2)C(F)(F)F)=O)[C@@H]([C@H]1N1N=NC(=C1)C1=CC(=C(C(=C1)F)F)F)O)CO N-((4R,5S,7R,8R,9S,10R)-8,10-dihydroxy-7-(hydroxymethyl)-9-(4-(3,4,5-trifluorophenyl)-1H-1,2,3-triazol-1-yl)-1,6-dioxaspiro[4.5]decan-4-yl)-3-(trifluoromethyl)benzamide